N-(1'-(6-ethoxy-4-methylpyridin-2-yl)-1',2'-dihydrospiro[cyclopropane-1,3'-pyrrolo[3,2-c]pyridin]-6'-yl)acetamide C(C)OC1=CC(=CC(=N1)N1CC2(C=3C=NC(=CC31)NC(C)=O)CC2)C